cobalt chromium tungsten-nickel aluminum [Al].[Ni].[W].[Cr].[Co]